C(C)(C)(C)C1=CC=C(C=C1)C1=CC(=CC=C1)N(C1=NC=2N(C3=CC(=CC=C13)Cl)C=NN2)C N-(4'-(tert-Butyl)-[1,1'-biphenyl]-3-yl)-8-chloro-N-methyl-[1,2,4]triazolo[4,3-a]quinazolin-5-amine